FC(C(=O)O)(F)F.ClC1=CC=C(C=C1)C1=CC=C(C=C1)C(C=1N=NNC1C(=O)O)(F)F 4-((4'-chloro-[1,1'-biphenyl]-4-yl)difluoromethyl)-1H-1,2,3-triazole-5-carboxylic acid 2,2,2-trifluoroacetate